C(=C)C=1C(=NC=CN1)N 3-vinyl-pyrazin-2-amine